O1C(=NN=C1)C1=NC=CC(=N1)COC1=CC=C(C=C1)C(C)(C)C1=CC=C(OC2CC(C2)NC=2C=C3C(N(C(C3=CC2)=O)C2C(NC(CC2)=O)=O)=O)C=C1 5-(((1r,3r)-3-(4-(2-(4-((2-(1,3,4-oxadiazol-2-yl)pyrimidin-4-yl)methoxy)phenyl)propan-2-yl)phenoxy)cyclobutyl)amino)-2-(2,6-dioxopiperidin-3-yl)isoindolin-1,3-dione